6-(4-methoxypiperidin-1-yl)-N-{5H,6H,7H,8H-pyrido[3,4-d]pyrimidin-2-yl}pyridin-3-amine COC1CCN(CC1)C1=CC=C(C=N1)NC=1N=CC2=C(N1)CNCC2